[N+](=O)([O-])C=1C=C(C=C(C1)OC(F)(F)F)CO (3-nitro-5-(trifluoromethoxy)phenyl)methanol